CC1=CC(=NC=C1)CC(=O)NC1=NNC(=C1)[C@@H]1C[C@@H](CC1)N(C([O-])=O)C1(CC1)C (1R,3S)-3-(3-{[(4-methylpyridin-2-yl)acetyl]amino}-1H-pyrazol-5-yl)cyclopentyl(1-methylcyclopropyl)carbamate